3-(1-(3-(1-methyl-1H-pyrazol-4-yl)benzyl)-6'-oxo-1',2',6',8'-tetrahydro-7'H-spiro[piperidine-4,3'-pyrrolo[3,4-g]indol]-7'-yl)piperidine-2,6-dione CN1N=CC(=C1)C=1C=C(CN2CCC3(CNC4=C5C(=CC=C34)C(N(C5)C5C(NC(CC5)=O)=O)=O)CC2)C=CC1